ethyl 2-(3-cyanopyridin-2-yl)acetate C(#N)C=1C(=NC=CC1)CC(=O)OCC